3,5-Dibromopyrazin-2(1H)-one BrC=1C(NC=C(N1)Br)=O